C(C#C)OCC(COCC#C)O 1,3-bis(propan-2-yn-1-yloxy)propan-2-ol